4-(3-((S)-3-Ethyl-4-(4'-fluoro-6-(((S)-pyrrolidin-1-ium-3-yl)oxy)-[1,1'-biphenyl]-3-carbonyl)piperazine-1-carbonyl)-5-fluorophenyl)piperazin-1-ium chloride [Cl-].C(C)[C@H]1CN(CCN1C(=O)C=1C=C(C(=CC1)O[C@@H]1C[NH2+]CC1)C1=CC=C(C=C1)F)C(=O)C=1C=C(C=C(C1)F)N1CC[NH2+]CC1.[Cl-]